ClC1=CC2=C(OC(CN2)C2=NN=C(O2)[C@@H]2CC[C@H](CC2)C(=O)NC2=NC3=CC=C(C=C3C=C2)Cl)C=C1 trans-4-(5-(6-chloro-3,4-dihydro-2H-benzo[b][1,4]oxazin-2-yl)-1,3,4-oxadiazol-2-yl)-N-(6-chloroquinolin-2-yl)cyclohexanecarboxamide